4-((S)-1-((S)-1-((1-(4-chloro-3-fluorobenzyl)-1H-imidazol-4-yl)amino)-1-oxopropan-2-yl)-4,4-difluoropiperidin-3-yl)pyridine 1-oxide ClC1=C(C=C(CN2C=NC(=C2)NC([C@H](C)N2C[C@@H](C(CC2)(F)F)C2=CC=[N+](C=C2)[O-])=O)C=C1)F